C1(CC1)C1=C(C=C(C(=O)O)C=C1)S(NC1=C(C=C(C(=C1)C(F)(F)F)F)N1C=CC=C1)(=O)=O 4-cyclopropyl-3-(N-(4-fluoro-2-(pyrrol-1-yl)-5-(trifluoromethyl)phenyl)sulfamoyl)benzoic Acid